ClC=1C=C(C(=NC1)N1CC(N(C2(CC(C2)C(=O)N)C1=O)CC1=CC=C(C=C1)C(F)F)=O)F (2r,4r)-8-(5-chloro-3-fluoropyridin-2-yl)-5-(4-(difluoromethyl)benzyl)-6,9-dioxo-5,8-diazaspiro[3.5]nonane-2-carboxamide